peroxyneodecanoic acid tert-amyl ester C(C)(C)(CC)OOC(CCCCCC(C)(C)C)=O